5-(3-isopropyl-1-(2-(methylsulfonyl)ethyl)-1H-pyrazol-5-yl)-3-(1-(o-tolyl)cyclopropyl)-1,2,4-oxadiazole C(C)(C)C1=NN(C(=C1)C1=NC(=NO1)C1(CC1)C1=C(C=CC=C1)C)CCS(=O)(=O)C